FC(OC1=C(C=CC(=C1)OC(F)F)C=1C=2N(C(=NN1)N[C@H]1CN(CCC1)C)C=CC2)F 1-[2,4-bis(difluoromethoxy)phenyl]-N-[(3R)-1-methylpiperidin-3-yl]pyrrolo[1,2-d][1,2,4]triazin-4-amine